benzyl-2-(4-((6-aminopyridazin-3-yl)sulfonyl)piperazin-1-yl)-6-methylpyrimidine-4-carbonitrile (6-((4-(4-cyano-6-methylpyrimidin-2-yl)piperazin-1-yl)sulfonyl)pyridazin-3-yl)carbamate C(#N)C1=NC(=NC(=C1)C)N1CCN(CC1)S(=O)(=O)C1=CC=C(N=N1)NC(O)=O.C(C1=CC=CC=C1)C=1C(=NC(=NC1C)N1CCN(CC1)S(=O)(=O)C=1N=NC(=CC1)N)C#N